NC=1C(=NC(=CC1C1=C2C=NNC2=CC=C1C)C1=NC(=NC=C1)SC)C(=O)N 3-amino-4-(5-methyl-1H-indazol-4-yl)-6-(2-(methylthio)pyrimidin-4-yl)picolinamide